N=1OC=C2N=CSC21 isoxazolo[4,3-d]thiazole